2-((4-Bromo-1-(1,1-dioxidotetrahydrothiophen-3-yl)-5-methyl-1H-pyrazol-3-yl)amino)-N-(3-bromo-5-hydroxy-2,6-dimethylphenyl)thiazole-5-carboxamide BrC=1C(=NN(C1C)C1CS(CC1)(=O)=O)NC=1SC(=CN1)C(=O)NC1=C(C(=CC(=C1C)O)Br)C